3-formyl-4-pyridineamine C(=O)C=1C=NC=CC1N